CCCCCCCCCCCCCCCCCCCCCC(=O)OCC(COC(=O)CCCCCCCCCCCCCCCCCCCCC)OC(=O)CCCCCCCCCCCCCCCCCCCCC Glyceryl dibehenate